2-FORMYL-1,4,6,7-TETRAHYDRO-PYRROLO[3,2-C]PYRIDINE-5-CARBOXYLIC ACID TERT-BUTYL ESTER C(C)(C)(C)OC(=O)N1CC2=C(CC1)NC(=C2)C=O